CC1=NC(=CC(=C1)C=1C=C(C=CC1)C1CC(NC2=C(N1)C=CC(=C2)NC(OC2=CC=CC=C2)=O)=O)C Phenyl (2-(3-(2,6-dimethylpyridin-4-yl) phenyl)-4-oxo-2,3,4,5-tetrahydro-1H-benzo[b][1,4]diazepin-7-yl)carbamate